COC=1C(=C(C=CC1OC)C1C(CCC2=CC(=C(C=C12)OC)OC)[N+](=O)[O-])COCOC 1-(3,4-dimethoxy-2-((methoxymethoxy)methyl)phenyl)-6,7-dimethoxy-2-nitro-1,2,3,4-tetrahydronaphthalene